CC1(CC(N(O1)CC1=CC=C(C=C1)C1=NOC(=N1)C(F)(F)F)=O)C 5,5-dimethyl-2-({4-[5-(trifluoromethyl)-1,2,4-oxadiazol-3-yl]phenyl}methyl)isoxazolin-3-one